COC(=O)C=1C=CC(=C(C1)C1N(CC(C1)=O)C(=O)OC(C)(C)C)C tert-butyl 2-(5-(methoxycarbonyl)-2-methylphenyl)-4-oxopyrrolidine-1-carboxylate